2-chloro-N-(3-(5-chloro-1H-benzo[d]imidazol-2-yl)-5-fluoro-2-methylphenyl)-3,4-difluorobenzamide ClC1=C(C(=O)NC2=C(C(=CC(=C2)F)C2=NC3=C(N2)C=CC(=C3)Cl)C)C=CC(=C1F)F